C1(CCCCCCC1)NC(=O)C1=CC=2C(=NC=CC2C)N1 N-cyclooctyl-4-methyl-1H-pyrrolo[2,3-b]pyridine-2-carboxamide